3-METHYLENECYCLOPENTENE C=C1C=CCC1